N1C=NC2=C1C=CC(=C2)N2C(NC[C@@H]2C2=CC=C(C=C2)OCCC)=O (S)-1-(1H-Benzo[d]imidazol-5-yl)-5-(4-propoxyphenyl)imidazolidin-2-on